1-(2-Chlorophenyl)-7-cyclopropyl-4-((3-methylisoxazol-4-yl)amino)quinazolin-2(1H)-one ClC1=C(C=CC=C1)N1C(N=C(C2=CC=C(C=C12)C1CC1)NC=1C(=NOC1)C)=O